(1r,3r)-3-(4-(2-(4-((5-(5-methyl-1,3,4-oxadiazol-2-yl)oxazol-2-yl)oxy)phenyl)propan-2-yl)phenoxy)cyclobutylamine CC1=NN=C(O1)C1=CN=C(O1)OC1=CC=C(C=C1)C(C)(C)C1=CC=C(OC2CC(C2)N)C=C1